Methyl (S)-2-((S)-1-(cyclohexylsulfonyl) piperidine-2-carboxamido)-3-oxobutanoate C1(CCCCC1)S(=O)(=O)N1[C@@H](CCCC1)C(=O)N[C@H](C(=O)OC)C(C)=O